1-(2,6,6-trimethyl-1-cyclohexenyl)but-2-en-1-one CC1=C(C(CCC1)(C)C)C(C=CC)=O